Tert-Butyl 2-(piperazin-1-yl)acetate N1(CCNCC1)CC(=O)OC(C)(C)C